9-iodo-9-borabicyclo[3.3.1]nonan IB1C2CCCC1CCC2